methyl 5-methyl-1-((2-(trimethylsilyl)ethoxy)methyl)-1H-pyrazole-3-carboxylate CC1=CC(=NN1COCC[Si](C)(C)C)C(=O)OC